1-benzenesulfinylpiperidine C1(=CC=CC=C1)S(=O)N1CCCCC1